ClC1=CC=C(C=C1)N1CCNCC1 1-(4-chlorophenyl)piperazine